[Si](C)(C)(C(C)(C)C)OCCCN1C(C(=CC2=CN=C(C=C12)NC1=C(C=CC=C1[N+](=O)[O-])C)C1=C(C(=CC(=C1Cl)OC)OC)Cl)C=O 1-(3-((tert-butyldimethylsilyl)oxy)propyl)-3-(2,6-dichloro-3,5-dimethoxyphenyl)-7-((2-Methyl-6-nitrophenyl)amino)-1,6-naphthyridine-2(1H)-aldehyde